NC=1C=C2C(=CC(N(C2=CC1)C)=O)NC(C)C1=NNC=C1 6-amino-1-methyl-4-[1-(1H-pyrazol-3-yl)ethylamino]quinolin-2-one